ON(O)C(CCCCCCCCCCCCC)CC N,N-dihydroxyethyltetradecylamine